FC=1C=C(C=C2CCN3[C@@H](C12)CCCC3)C(=O)NO (R)-11-fluoro-N-hydroxy-1,3,4,6,7,11b-hexahydro-2H-pyrido[2,1-a]isoquinoline-9-carboxamide